4-(3-amino-4-chloro-1H-indazol-5-yl)-N-(3-hydroxy-3-(trifluoromethyl)cyclobutyl)-3-methylbenzenesulfonamide NC1=NNC2=CC=C(C(=C12)Cl)C1=C(C=C(C=C1)S(=O)(=O)NC1CC(C1)(C(F)(F)F)O)C